S1C2=C(C=C1)C(=CC=C2)N2CCN(CC2)CCCCOC2=CC=C1CCC(N(C1=C2)COC(CCC(=O)OCN2C(CCC1=CC=C(C=C21)OCCCCN2CCN(CC2)C2=CC=CC=1SC=CC12)=O)=O)=O bis((7-(4-(4-(benzo[b]thiophen-4-yl)piperazin-1-yl)butoxy)-2-oxo-3,4-dihydroquinolin-1(2H)-yl)methyl)succinate